(1S,3R)-3-{3-[(phenylacetyl)amino]-1H-pyrazol-5-yl}cyclopentyl(trans-4-hydroxy-4-methylcyclohexyl)carbamate C1(=CC=CC=C1)CC(=O)NC1=NNC(=C1)[C@H]1C[C@H](CC1)N(C([O-])=O)C1CCC(CC1)(C)O